9,9-bis(6-(2-hydroxyeth-oxy)naphthalene-2-yl)fluorene OCCOC=1C=C2C=CC(=CC2=CC1)C1(C2=CC=CC=C2C=2C=CC=CC12)C1=CC2=CC=C(C=C2C=C1)OCCO